C(C)OC(=O)C=1OC2=CC=CC(=C2C(C1)=O)OC1=C(C=C(C=C1)Br)Br 5-((2,4-dibromophenyl)oxy)-4-oxo-4H-chromene-2-carboxylic acid ethyl ester